N-(3-acetylphenyl)-3-(N-(4-ethoxyphenyl)-N-methylsulfamoyl)thiophene-2-carboxamide C(C)(=O)C=1C=C(C=CC1)NC(=O)C=1SC=CC1S(N(C)C1=CC=C(C=C1)OCC)(=O)=O